C1(CC1)N1CCC(CC1)NC1=NC(=NC2=CC(=C(C=C12)OC)C#CCCN1CCCC1)N1CCN(CCC1)C N-(1-cyclopropylpiperidine-4-yl)-6-methoxy-2-(4-methyl-1,4-diazepane-1-yl)-7-(4-(pyrrolidine-1-yl)-1-butyne-1-yl)quinazoline-4-amine